NC1CCCC=2C(=CN=CC12)C=1C=C2CCC(N(C2=CC1)C)=O 6-(8-amino-5,6,7,8-tetrahydroisoquinolin-4-yl)-1-methyl-3,4-dihydro-quinolin-2(1H)-one